diethyl-1-propylphosphonate C(C)OP(OCC)(=O)CCC